Methyl-(3R)-3-(tert-butoxycarbonylamino)-5-[(4-chlorophenyl)methyl]-6-fluoro-4-oxo-2,3-dihydro-1,5-benzothiazepine-7-carboxylate COC(=O)C=1C=CC2=C(N(C([C@H](CS2)NC(=O)OC(C)(C)C)=O)CC2=CC=C(C=C2)Cl)C1F